BrC1=CC(=C(C=C1C)[Si](C)(C)C)Cl (4-bromo-2-chloro-5-methyl-phenyl)-trimethyl-silane